N-tert-Butoxycarbonyl-N-[[4-(3-hydroxy-prop-1-ynyl)-3-methyl-7-[4-(trifluoromethoxy)-phenyl]-benzimidazol-5-yl]methyl]-carbamic acid tert-butyl ester C(C)(C)(C)OC(N(CC1=C(C2=C(N=CN2C)C(=C1)C1=CC=C(C=C1)OC(F)(F)F)C#CCO)C(=O)OC(C)(C)C)=O